1-[[2-(difluoromethoxy)pyridin-4-yl]methyl]-3-[(2s,3aR,6aS)-1,2,3,3a,4,5,6,6a-octahydropentalen-2-yl]urea FC(OC1=NC=CC(=C1)CNC(=O)NC1C[C@@H]2CCC[C@@H]2C1)F